dipentaerythritol hexanonacosanate C(CCCCCCCCCCCCCCCCCCCCCCCCCCCC)(=O)OCC(COC(CCCCCCCCCCCCCCCCCCCCCCCCCCCC)=O)(COCC(COC(CCCCCCCCCCCCCCCCCCCCCCCCCCCC)=O)(COC(CCCCCCCCCCCCCCCCCCCCCCCCCCCC)=O)COC(CCCCCCCCCCCCCCCCCCCCCCCCCCCC)=O)COC(CCCCCCCCCCCCCCCCCCCCCCCCCCCC)=O